Methyl 2-bromo-2-(2,4-dichlorophenyl)acetate BrC(C(=O)OC)C1=C(C=C(C=C1)Cl)Cl